4,6-diphenyl-2-(3-(triphenylsilyl)phenyl)-1,3,5-triazine C1(=CC=CC=C1)C1=NC(=NC(=N1)C1=CC=CC=C1)C1=CC(=CC=C1)[Si](C1=CC=CC=C1)(C1=CC=CC=C1)C1=CC=CC=C1